C(C)C1=CC=C(C=C1)C(C)C1=CC=NC=C1 4-(1-(4-ethylphenyl)ethyl)pyridine